(R)-N-(1-(3-cyclopropyl-6-fluoro-4-oxo-2-(tetrahydro-2H-pyran-3-yl)-3,4-dihydroquinazolin-8-yl)ethylidene)-2-methylpropane-2-sulfinamide C1(CC1)N1C(=NC2=C(C=C(C=C2C1=O)F)C(C)=N[S@](=O)C(C)(C)C)C1COCCC1